Cl.NC[C@H](C(=O)O)C (R)-3-AMINO-2-METHYLPROPANOIC ACID-HCL